tert-Butyl 2-((((9H-fluoren-9-yl)methoxy) carbonyl)amino)-3-(3-chloro-4-(trifluoromethyl)phenyl)propanoate C1=CC=CC=2C3=CC=CC=C3C(C12)COC(=O)NC(C(=O)OC(C)(C)C)CC1=CC(=C(C=C1)C(F)(F)F)Cl